N1=C(C=CC=C1)CCN1[C@H](CCCC1)C(=O)OC methyl (R)-1-(2-(pyridin-2-yl)ethyl)piperidine-2-carboxylate